methyl (2S,4S)-1-(2-ethyl-6-fluoro-3-(((1r,4S)-4-((tetrahydro-2H-pyran-4-yl)oxy)cyclohexyl)methyl)-1H-indole-1-carbonyl)-4-(4-fluorophenyl)-2-methylpiperidine-4-carboxylate C(C)C=1N(C2=CC(=CC=C2C1CC1CCC(CC1)OC1CCOCC1)F)C(=O)N1[C@H](C[C@](CC1)(C(=O)OC)C1=CC=C(C=C1)F)C